N1C=C(C=2C1=NC=CC2)\C=C/2\C(N(C(O2)=O)C)=O (Z)-5-((1H-pyrrolo[2,3-b]pyridin-3-yl)methylene)-3-methyloxazolidine-2,4-dione